propylene butyl methacrylate C(C(=C)C)(=O)OCCCC.C=CC